Tert-butyl 2-((4-cyano-2-fluorobenzyl) oxy)-5,8-dihydropyrido[3,4-d]pyrimidine-7(6H)carboxylate C(#N)C1=CC(=C(COC=2N=CC3=C(N2)CN(CC3)C(=O)OC(C)(C)C)C=C1)F